4-Nitrobenzyl-4-chlorodithiobenzoate [N+](=O)([O-])C1=CC=C(CSC(C2=CC=C(C=C2)Cl)=S)C=C1